3-oxo-2,6-diazaspiro[4.5]decane-6-carboxylic acid tert-butyl ester C(C)(C)(C)OC(=O)N1C2(CC(NC2)=O)CCCC1